1-(5-(4-AMINO-7-CYCLOPROPYL-7H-PYRROLO[2,3-D]PYRIMIDIN-5-YL)ISOQUINOLIN-8-YL)-3-(3-(1-(TRIFLUOROMETHYL)CYCLOPROPYL)ISOXAZOL-5-YL)UREA NC=1C2=C(N=CN1)N(C=C2C2=C1C=CN=CC1=C(C=C2)NC(=O)NC2=CC(=NO2)C2(CC2)C(F)(F)F)C2CC2